FC=1C=C(C=CC1C=O)C1N(CCC1)C(=O)OCCCC butyl 2-(3-fluoro-4-formylphenyl)pyrrolidine-1-carboxylate